3,3'-dithio-bis(1-propanesulfonic acid) disodium [Na].[Na].C(CCSSCCCS(=O)(=O)O)S(=O)(=O)O